((1,3,6,8-tetraoxo-1,3,6,8-tetrahydrobenzo[lmn][3,8]phenanthroline-2,7-diyl)bis(propane-3,1-diyl))bis(phosphonic acid) O=C1N(C(C=2C=CC=3C(N(C(C=4C3C2C1=CC4)=O)CCCP(O)(O)=O)=O)=O)CCCP(O)(O)=O